[Mg].[Cu] COPPER-MAGNESIUM